2-((2-(4-cyanophenyl)propyl)amino)-N-(5-(4-methyl-1H-pyrazol-1-yl)pyridin-2-yl)-2-phenylacetamide C(#N)C1=CC=C(C=C1)C(CNC(C(=O)NC1=NC=C(C=C1)N1N=CC(=C1)C)C1=CC=CC=C1)C